ClC1=NC(=C2N=CN(C2=N1)C1CCN(CC1)C(=O)C1=NC=CC=C1)Cl (4-(2,6-dichloro-9H-purin-9-yl)piperidin-1-yl)(pyridin-2-yl)methanone